C(C)(C)(C)OC(=O)N1CCC2(CC(C2)N2C(CNCC2)C2=C(C=CC=C2)C(C)C)CC1 tert-butyl-2-(2-(2-isopropylphenyl) piperazin-1-yl)-7-azaspiro[3.5]nonane-7-carboxylate